2-[(1Z)-1-{[4-(3-cyanophenoxy)phenyl]methylidene}-5-fluoro-2-methyl-1H-inden-3-yl]acetic acid C(#N)C=1C=C(OC2=CC=C(C=C2)\C=C/2\C(=C(C3=CC(=CC=C23)F)CC(=O)O)C)C=CC1